O=C1CC(N(C2=C(N1)C1=CC=CC=C1C=C2)C=2C=C(/C(/N)=N/O)C=CC2)=O (Z)-3-(2,4-Dioxo-1,2,3,4-tetrahydro-5H-naphtho[1,2-b][1,4]diazepin-5-yl)-N'-hydroxybenzimidamide